C(C1=CC=CC=C1)OC1=CC(N(C=C1)C1=CC=2C=C3N(C2C=C1)CCN(CC3)C(C)C)=O 4-(benzyloxy)-1-[3-(propan-2-yl)-1H,2H,3H,4H,5H-[1,4]diazepino[1,7-a]indol-9-yl]-1,2-dihydropyridin-2-one